NCC(CN1N=CN(C1=O)C1=NC=C(C=C1C)C=1C=NC(=CC1)N(C)C)=C(F)F 2-[2-(aminomethyl)-3,3-difluoro-allyl]-4-[5-[6-(dimethylamino)-3-pyridyl]-3-methyl-2-pyridyl]-1,2,4-triazol-3-one